((1-benzyl-2-methyl-1,2,5,6-tetrahydropyridin-3-yl)imino)dimethyl-λ6-sulfanone C(C1=CC=CC=C1)N1C(C(=CCC1)N=S(=O)(C)C)C